Lithium 6-(4-{[(tert-butoxy)carbonyl]amino} piperidin-1-yl)pyridine-3-carboxylate C(C)(C)(C)OC(=O)NC1CCN(CC1)C1=CC=C(C=N1)C(=O)[O-].[Li+]